tert-butyl (2R,5S)-5-methyl-2-(1H-pyrazol-4-yl)piperidine-1-carboxylate C[C@H]1CC[C@@H](N(C1)C(=O)OC(C)(C)C)C=1C=NNC1